O[C@H]1[C@@H](CCC1)NS(=O)(=O)C1=CC=C(C=C1)C N-[(trans)-2-hydroxycyclopentyl]-4-methylbenzenesulfonamide